FC1(CCC(CCC1)=O)F 4,4-difluorocycloheptan-1-one